[N+](=O)([O-])C=1C=CC(=NC1NC1=CC=NC=C1)N1C[C@H]2CC[C@@H](CC1)N2C(=O)OC(C)(C)C tert-butyl (1R,6S)-3-{5-nitro-6-[(pyridin-4-yl)amino]pyridin-2-yl}-3,9-diazabicyclo[4.2.1]nonane-9-carboxylate